4-(3-((5-bromo-2-((1-(1-methylpiperidin-4-yl)-1H-pyrazol-4-yl)amino)pyrimidin-4-yl)amino)propyl)-1,4-oxazepan-5-one BrC=1C(=NC(=NC1)NC=1C=NN(C1)C1CCN(CC1)C)NCCCN1CCOCCC1=O